N-amino-N-methylglycine NN(CC(=O)O)C